4-methyl-3-vinyl-oxazolidin-2-one CC1N(C(OC1)=O)C=C